O1[C@H](COC2=C1C=CC=C2)CN2C[C@H](CCC2)C2=C(C=CC=C2)F (R)-1-[(S)-1-(2,3-dihydrobenzo[1,4]dioxin-2-yl)methyl]-3-(2-fluorophenyl)piperidine